CS(=O)(=O)C1=CC=C(C=C1)C1=CC=CC=2N1N=C(N2)NC2=CC=C(C=C2)N2CCN(CC2)C(CCCCCOC=2C=C1CN(C(C1=CC2)=O)C2C(NC(CC2)=O)=O)=O 3-(5-((6-(4-(4-((5-(4-(methylsulfonyl)phenyl)-[1,2,4]triazolo[1,5-a]pyridin-2-yl)amino)phenyl)piperazin-1-yl)-6-oxohexyl)oxy)-1-oxoisoindolin-2-yl)piperidine-2,6-dione